C1OCC12CNCCCNCCCNC2 2-oxa-6,10,14-triazaspiro[3.11]pentadecan